3-(3-dimethylamino-propionyl)-5-methyl-7-(2-chlorobenzyloxy)coumarin CN(CCC(=O)C=1C(OC2=CC(=CC(=C2C1)C)OCC1=C(C=CC=C1)Cl)=O)C